C(C(=C)C)(=O)OCCN1C=NC=C1 1-[2-(methacryloyloxy)ethyl]-1H-imidazole